P([O-])(=O)(N)Cl PHOSPHORAMIDOCHLORIDAT